(P)-7-Amino-8-(2-chloro-3-hydroxyphenyl)quinoxaline-6-carboxamide NC1=C(C=C2N=CC=NC2=C1C1=C(C(=CC=C1)O)Cl)C(=O)N